BrC=1C=NC(=NC1)N(C(OC(C)(C)C)=O)C(=O)OC(C)(C)C tert-butyl (5-bromopyrimidin-2-yl)(tert-butoxycarbonyl)carbamate